1-isothiocyanato-4-methylbenzene N(=C=S)C1=CC=C(C=C1)C